5-[(3-methoxybenzyl)(4-dimethylaminobenzyl)aminocarbonyloxymethoxymethoxy]dimethylaminobenzene COC=1C=C(CC(OC=2C=CC=C(C2)N(C)C)OCOC(=O)NCC2=CC=C(C=C2)N(C)C)C=CC1